[Sc].[Cr].[Cu] copper-chromium scandium